5-azido-2-((((((2,5-dioxopyrrolidin-1-yl)oxy)carbonyl)oxy)methyl)benzoyl)hydrazine-1-carboxylic acid tert-butyl ester C(C)(C)(C)OC(=O)NNC(C1=C(C=CC(=C1)N=[N+]=[N-])COC(=O)ON1C(CCC1=O)=O)=O